ClC=1C(=NC2=CC=C(C=C2C1)N1CCNCC1)N1CCNCC1 3-chloro-2,6-di(piperazin-1-yl)quinoline